2-[[5-(cyclopropylmethylsulfanyl)-6-[7-methyl-3-(trifluoromethyl)imidazo[4,5-c]pyridazin-6-yl]-3-pyridinyl]oxy]-2-methyl-propionamide C1(CC1)CSC=1C=C(C=NC1C1=NC2=C(N=NC(=C2)C(F)(F)F)N1C)OC(C(=O)N)(C)C